2-(5-((3-Methyloxetan-3-yl)methoxy)-1H-benzo[d]imidazol-1-yl)-8-(1-methylpyrrolidin-3-yl)quinoline CC1(COC1)COC1=CC2=C(N(C=N2)C2=NC3=C(C=CC=C3C=C2)C2CN(CC2)C)C=C1